(E)-3-m-tolylbut-2-enoic acid C1(=CC(=CC=C1)/C(=C/C(=O)O)/C)C